FC(S(=O)(=O)[O-])(F)F.FC(S(=O)(=O)[O-])(F)F.FC(S(=O)(=O)[O-])(F)F.[Yb+3] Ytterbium tris(trifluoromethanesulfonate)